FC1(C(CN(CC1)C=1N=C(C(=NC1)C(=O)N)NC1=CC=C(C=C1)C1CCNCC1)CO)F 5-(4,4-difluoro-3-(hydroxymethyl)piperidin-1-yl)-3-((4-(piperidin-4-yl)phenyl)amino)pyrazine-2-carboxamide